OC1=CC=C(C=C1)N=NC1=C(C(=O)O)C=CC=C1 2-[2-(4-hydroxyphenyl)-diazenyl]benzoic acid